N1C=NC2=C1C=C(C=C2)CC(=O)NC=2C=C(C=C(C2)C(F)(F)F)NC(=O)[N-]C2=C[N+](=NO2)CC2=NC=CC=C2 ((3-(2-(1H-Benzo[d]imidazol-6-yl)acetamido)-5-(trifluoromethyl)phenyl)carbamoyl)(3-(pyridin-2-ylmethyl)-1,2,3-oxadiazol-3-ium-5-yl)amide